3-(1,1-difluoro-2-((1R,5S)-3-hydroxy-3-(hydroxymethyl)-8-azabicyclo[3.2.1]octan-8-yl)-2-oxoethyl)-4-fluoro-N-(4-fluoro-3-methylphenyl)benzamide FC(C(=O)N1[C@H]2CC(C[C@@H]1CC2)(CO)O)(F)C=2C=C(C(=O)NC1=CC(=C(C=C1)F)C)C=CC2F